C(C#C)(=O)[O-] Propiolat